1,3,5-Tris(4-aminophenoxy)benzene NC1=CC=C(OC2=CC(=CC(=C2)OC2=CC=C(C=C2)N)OC2=CC=C(C=C2)N)C=C1